NC(COC)C=1N=C2N(C=C(C=C2N2C(N(C(C2)=O)C)=O)C2CC2)C1 1-(2-(1-amino-2-methoxyethyl)-6-cyclopropylimidazo[1,2-a]pyridin-8-yl)-3-methylimidazolidine-2,4-dione